N-(4-((2-(1,1-difluoroethyl)-6-ethylpyrimidin-4-yl)amino)-5-(4-methyl-1,3,5-triazin-2-yl)pyridin-2-yl)acetamide FC(C)(F)C1=NC(=CC(=N1)NC1=CC(=NC=C1C1=NC=NC(=N1)C)NC(C)=O)CC